5-(2-piperazin-1-ylpyrimidin-5-yl)-1H-pyrrolo[2,3-b]pyridine N1(CCNCC1)C1=NC=C(C=N1)C=1C=C2C(=NC1)NC=C2